tert-butyl 7-((3-(2,6-dioxopiperidin-3-yl)-1-methyl-1H-indazol-7-yl)(methyl)amino)-2-azaspiro[3.5]nonane-2-carboxylate O=C1NC(CCC1C1=NN(C2=C(C=CC=C12)N(C1CCC2(CN(C2)C(=O)OC(C)(C)C)CC1)C)C)=O